methyl (S)-4-[N-(benzyloxycarbonyl)-N-methylamino]-3-oxopentanoate C(C1=CC=CC=C1)OC(=O)N(C)[C@H](C(CC(=O)OC)=O)C